6-methoxy-N-(2,4,5-trifluorophenyl)-1H-indole-3-sulfonamide COC1=CC=C2C(=CNC2=C1)S(=O)(=O)NC1=C(C=C(C(=C1)F)F)F